FC(OC1=C(C2=CC=CC=C2C=C1)B(O)O)F 2-(DIFLUOROMETHOXY)NAPHTHALENE-1-BORONIC ACID